IC=1C=NC(=NC1)NC=1C(=NN(C1)C(C#N)C)C 2-(4-((5-iodopyrimidin-2-yl)amino)-3-methyl-1H-pyrazol-1-yl)propionitrile